ClC1=C(C(=CC=C1)F)C1NOCC1 3-(2-chloro-6-fluorophenyl)-1,2-oxazolidine